NC(C(=O)O)CC(=O)C1=C(C=CC(=C1)C1CCCCC1)N 2-amino-4-(2-amino-5-cyclohexylphenyl)-4-oxobutanoic acid